FC(CN1CCCC12CCC(CC2)NC(=O)[C@H]2CCN(C1(CC1)C2)C(=O)C2=NNC(=C2)C2=CC(=NC=C2F)OC)(C)F (S)-N-(1-(2,2-difluoropropyl)-1-azaspiro[4.5]dec-8-yl)-4-(5-(5-fluoro-2-methoxypyridin-4-yl)-1H-pyrazole-3-carbonyl)-4-azaspiro[2.5]octane-7-carboxamide